3,9-diaza-7-oxabicyclo[3.3.1]nonane-9-carboxylic acid-2-Methylpropan-2-yl ester CC(C)(C)OC(=O)N1C2CNCC1COC2